Methyl 6-hydroxy-1,5-naphthyridine-4-carboxylate OC=1N=C2C(=CC=NC2=CC1)C(=O)OC